C(C)(=O)ON=C(C1=CC(=CC=C1)CC(C=1SC2=C(N1)C=CC(=C2)OCCC=2NC=CN2)NS(=O)(=O)C2=CC=CC=C2)N [[amino-[3-[2-(benzenesulfonamido)-2-[6-[2-(1H-imidazol-2-yl)ethoxy]-1,3-benzothiazol-2-yl]ethyl]phenyl]methylene]amino] acetate